FC(OC1=CC=C(C=C1)N(C(OC1=C(C=C(C=C1C(F)(F)F)C(F)(F)F)I)=O)C)F 2-iodo-4,6-bis(trifluoromethyl)phenyl (4-(difluoromethoxy)phenyl)(methyl)carbamate